O1C(C1)CS(=O)(=O)C1=CC=CC2=C1C(NC1=C(O2)C=CC=C1)=O ((oxiran-2-ylmethyl)sulfonyl)dibenzo[b,f][1,4]oxazepin-11(10H)-one